C(CCC)(=O)C1C(C2=CC=C(C=C2C1=O)OC=1C=C2C(C(C(C2=CC1)=O)C(CCC)=O)=O)=O 2-butanoyl-5-[(2-butanoyl-1,3-dioxo-2,3-dihydro-1H-inden-5-yl)oxy]-2,3-dihydro-1H-indene-1,3-dione